O1CCC(=CC1)C1=C(C=NC(=C1)C)C(=O)OC methyl 4-(3,6-dihydro-2H-pyran-4-yl)-6-methylpyridine-3-carboxylate